[C@@H]1([C@H](O)[C@H](O)[C@@H](CF)O1)N1C=NC=2C(N)=NC=NC12 adenosylfluoride